(4S)-N-[3-(3,5-difluorophenyl)-8-isopropyl-2-methylimidazo[1,2-b]pyridazin-7-yl]-3,4-dihydro-2H-1-benzopyran-4-carboxamide FC=1C=C(C=C(C1)F)C1=C(N=C2N1N=CC(=C2C(C)C)NC(=O)[C@H]2CCOC1=C2C=CC=C1)C